guanidine thiocyanate salt [S-]C#N.NC(=N)N